N-[(3S,4S)-1-(2-mesylethyl)-3-methyl-4-piperidyl]-6-{3-[4-(N-methylcarbamoyl)-5-fluoro-2-anisidino]-1-propynyl}-1-(2,2,2-trifluoroethyl)-1H-1,3-benzimidazole-4-carboxamide S(=O)(=O)(C)CCN1C[C@@H]([C@H](CC1)NC(=O)C1=CC(=CC=2N(C=NC21)CC(F)(F)F)C#CCNC=2C(OC)=CC(=C(C2)C(NC)=O)F)C